FC1([C@@H](C1)CN1N=CC(=C1)C1=C(N=C2N(C1=O)C=C(C(=C2)OC)F)C(F)(F)F)F 3-(1-(((1S)-2,2-difluorocyclopropyl)methyl)-1H-pyrazol-4-yl)-7-fluoro-8-methoxy-2-(trifluoromethyl)-4H-pyrido[1,2-a]pyrimidin-4-one